(4'S,5'R)-6''-Chloro-4'-(2-chloro-3-fluoropyridin-4-yl)-4,4-dimethyl-2''-oxo-1'',2''-dihydrodispiro[cyclohexane-1,2'-pyrrolidine-3',3''-indole]-5'-carboxylic Acid ClC1=CC=C2C3(C(NC2=C1)=O)C1(N[C@H]([C@@H]3C3=C(C(=NC=C3)Cl)F)C(=O)O)CCC(CC1)(C)C